tert-butyl (4-(methylsulfonyl)phenyl)carbamate CS(=O)(=O)C1=CC=C(C=C1)NC(OC(C)(C)C)=O